C1(CC1)C1=C(N=C2N1C(=CC(=C2)C(=O)OCC)OC)C2=CC=1C(=NC(=CC1)[C@@H](C)NC(C(C)(C)C)=O)N2 ethyl 3-cyclopropyl-2-[6-[(1R)-1-(2,2-dimethylpropanoylamino)ethyl]-1H-pyrrolo[2,3-b]pyridin-2-yl]-5-methoxy-imidazo[1,2-a]pyridine-7-carboxylate